(3R*)-3-(7-chloro-1,4-dimethyl-1H-benzotriazol-5-yl)-3-(7-{[(2R,5S)-2-ethyl-5-methyl-2,3-dihydropyrido[2,3-f][1,4]oxazepin-4(5H)-yl]methyl}-2,3-dihydro-1H-inden-5-yl)propanoic acid ClC1=CC(=C(C2=C1N(N=N2)C)C)[C@H](CC(=O)O)C=2C=C1CCCC1=C(C2)CN2C[C@H](OC1=C([C@@H]2C)N=CC=C1)CC |o1:12|